BrC1=CC=2C3=C(C=NC2C=C1F)N(CC31CC(C1)CC)C 8'-bromo-3-ethyl-7'-fluoro-3'-methylspiro[cyclobutane-1,1'-pyrrolo[2,3-c]quinolin]